(S)-(6,7-dichloro-4-(pyridin-3-yl)-1,3,4,5-tetrahydro-2H-pyrido[4,3-b]indol-2-yl)(5-methoxypyrimidin-2-yl)methanone ClC1=C(C=CC=2C3=C(NC12)[C@H](CN(C3)C(=O)C3=NC=C(C=N3)OC)C=3C=NC=CC3)Cl